(1R,2R,5S)-3-(tert-butoxycarbonyl)-3-azabicyclo[3.1.0]hexane-2-carboxylic acid C(C)(C)(C)OC(=O)N1[C@H]([C@@H]2C[C@@H]2C1)C(=O)O